C(CCCCCCCCCCCC)[PH2]=O tridecylphosphine oxide